1-[5-(5-chloro-2-methoxypyridin-4-yl)-1H-pyrazole-3-carbonyl]-N-[1-(pyrimidin-2-yl)ethyl]piperidine-4-carboxamide ClC=1C(=CC(=NC1)OC)C1=CC(=NN1)C(=O)N1CCC(CC1)C(=O)NC(C)C1=NC=CC=N1